NC=1C(=NC(=C(N1)C1=CC=C(C=C1)F)C=1C=CC=2N(C1)C(=CN2)C)C(=O)N2C[C@H](CC2)N(C)C (S)-(3-amino-5-(4-fluorophenyl)-6-(3-methylimidazo[1,2-a]pyridin-6-yl)pyrazin-2-yl)(3-(dimethylamino)pyrrolidin-1-yl)methanone